2-((4-(methylsulfonyl)phenyl)amino)thiazol CS(=O)(=O)C1=CC=C(C=C1)NC=1SC=CN1